ClC1=CC(=C(C=N1)NC(=O)C1(CN(C1)C(C)C)C1=C(C=CC=C1)C(C)C)OC N-(6-chloro-4-methoxypyridin-3-yl)-1-isopropyl-3-(2-isopropylphenyl)azetidine-3-carboxamide